5-(t-butyl) 6-methyl (R)-6-(2-(chloromethyl)allyl)-5-azaspiro[2.4]heptan-5,6-dicarboxylate ClCC(C[C@@]1(N(CC2(CC2)C1)C(=O)OC(C)(C)C)C(=O)OC)=C